4-((2S,4r,6S)-2-cyano-7-((5-methoxy-7-methyl-1H-indol-4-yl)methyl)-7-azaspiro[3.5]nonan-6-yl)-N-(pyrazin-2-ylmethyl)benzamide C(#N)C1CC2(C1)C[C@H](N(CC2)CC2=C1C=CNC1=C(C=C2OC)C)C2=CC=C(C(=O)NCC1=NC=CN=C1)C=C2